2-[4-(2,6-difluoro-4-nitro-phenyl) piperazin-1-yl]Ethyl acetate C(C)(=O)OCCN1CCN(CC1)C1=C(C=C(C=C1F)[N+](=O)[O-])F